FC(C1=CC=CC(=N1)NC(=O)C=1C(=CC=2N(C1)C=C(N2)C[C@@H]2COCC2)OCC)F N-[6-(difluoromethyl)-2-pyridinyl]-7-ethoxy-2-[[(3S)-tetrahydrofuran-3-yl]methyl]imidazo[1,2-a]pyridine-6-carboxamide